C(C)(C)(C)OC(=O)NC(C(=O)O)CC1CCC(CC1)(F)F 2-(tert-butoxycarbonylamino)-3-(4,4-difluorocyclohexyl)propionic acid